C1(CCC1)SC=1C(=NC=CC1)CN (3-(Cyclobutylthio)pyridin-2-yl)methanamine